C1(=CC=CC=C1)CC[NH3+] (phenyl)ethylammonium